8-(4-{4-[(4R)-4-amino-3,3-dimethylpyrrolidin-1-yl]butanoyl}piperazin-1-yl)-9-ethyl-6,6-dimethyl-11-oxo-5H,6H,11H-benzo[b]carbazole-3-carbonitrile N[C@@H]1C(CN(C1)CCCC(=O)N1CCN(CC1)C=1C(=CC2=C(C(C=3NC4=CC(=CC=C4C3C2=O)C#N)(C)C)C1)CC)(C)C